N(CC1=CC=C(C=C1)O)CC1=CC=C(C=C1)O dl-4,4'-[azanediylbis(methylene)]bisphenol